6-(1,3-dioxoisoindolin-2-yl)-1,4-dimethoxy-5,6,7,8-tetrahydronaphthalene O=C1N(C(C2=CC=CC=C12)=O)C1CC=2C(=CC=C(C2CC1)OC)OC